C1(=CC=CC=C1)C=1C=C(C2=CC=CC=C2C1)C1=C(NC2=CC=CC=C12)C1=CC=C(C=C1)C (3-phenylnaphthyl)-2-(p-tolyl)-indole